CC(CCCCCCCCCC)OC(=O)OCCCCN(CCCCCCCC(=O)OC(CCCCCCCC)CCCCCCCC)CCO heptadecan-9-yl 8-((4-(((dodecan-2-yloxy)carbonyl)oxy)butyl)(2-hydroxyethyl)amino)octanoate